5-chloro-2'-ethynyl-2,4'-difluoro-N-(2-(trifluoromethyl)pyridin-4-yl)-[1,1'-biphenyl]-4-carboxamide ClC=1C(=CC(=C(C1)C1=C(C=C(C=C1)F)C#C)F)C(=O)NC1=CC(=NC=C1)C(F)(F)F